N-(4-((4-hydroxypiperidin-1-yl)methyl)thiazol-2-yl)-2-methyl-5-(3-(trifluoromethyl)phenyl)furan-3-carboxamide OC1CCN(CC1)CC=1N=C(SC1)NC(=O)C1=C(OC(=C1)C1=CC(=CC=C1)C(F)(F)F)C